C1(CC1)C=1NC(=NN1)C1CC2(CN(C2)C(=O)N2CCC(CC2)CNS(=O)(=O)C2=CC=C(C=C2)C(F)(F)F)C1 N-[[1-[6-(5-cyclopropyl-4H-1,2,4-triazol-3-yl)-2-azaspiro[3.3]heptane-2-carbonyl]-4-piperidyl]methyl]-4-(trifluoromethyl)benzenesulfonamide